(3-bromo-1-cyclopentyl-4-fluoro-1H-indazol-6-yl)methanol BrC1=NN(C2=CC(=CC(=C12)F)CO)C1CCCC1